ClC1=CC(=C(OC(C(=O)OC(CCCCCCCO)O)C)C=C1)C 1,8-dihydroxyoctanol 1-(R)-2-(4-chloro-2-methylphenoxy)propionate